C(CCCCC)=C1CCC(CC1)/C=C/C(=O)OCC Ethyl (E)-3-(4-Hexylidenecyclohexyl)Acrylate